((2S,4R)-2-phenylpiperidin-4-yl)carbamic acid tert-butyl ester C(C)(C)(C)OC(N[C@H]1C[C@H](NCC1)C1=CC=CC=C1)=O